N1N=CC=C1C1=CC2=NC(=CC(=C2S1)N[C@@H](C)C1=CC(=CC=C1)C(F)(F)F)N (S)-2-(1H-pyrazol-5-yl)-N7-(1-(3-(trifluoromethyl)phenyl)ethyl)thieno[3,2-b]pyridine-5,7-diamine